FC=1C=CC=2C(C3=CC=CC=C3C2C1)C1=CC=C(C=C1)F 3-fluoro-9-(4-fluorophenyl)fluorene